methyl 2-hydroxy-5,6,7,8,9,10-hexahydrocycloocta[b]pyridine-3-carboxylate OC1=C(C=C2C(=N1)CCCCCC2)C(=O)OC